(oxetan-2-ylmethyl)-1H-thieno[2,3-d]imidazole-5-carboxylic acid O1C(CC1)CN1C=NC2=C1C=C(S2)C(=O)O